5-(4-(1,4-diazacycloheptan-1-yl)piperidin-1-yl)-2-(3,4-dimethoxyphenyl)-3-isopropyl-1H-indole N1(CCNCCC1)C1CCN(CC1)C=1C=C2C(=C(NC2=CC1)C1=CC(=C(C=C1)OC)OC)C(C)C